C1(CC1)N1N(CC2=CC=CC=C12)C=1C=NC=CC1 N-cyclopropyl-2-(3-pyridinyl)-2H-indazole